2-isopropylpyrrolo[2,3-b]pyridin C(C)(C)C1=CC=2C(=NC=CC2)N1